nickelic chlorite Cl(=O)[O-].[Ni+3].Cl(=O)[O-].Cl(=O)[O-]